tetra-phenyl-ethane C1(=CC=CC=C1)CC(C1=CC=CC=C1)(C1=CC=CC=C1)C1=CC=CC=C1